4,4-Difluoro-N-(4-(1,4,6-trimethyl-1H-benzo[d]imidazol-2-yl)phenyl)cyclohexane-1-carboxamide FC1(CCC(CC1)C(=O)NC1=CC=C(C=C1)C1=NC2=C(N1C)C=C(C=C2C)C)F